1-vinyl-3-methylbutyldecylimidazole C(=C)C(CC(C)C)C=1N=C(NC1)CCCCCCCCCC